(3-cyano-2-methylphenyl)boronic acid C(#N)C=1C(=C(C=CC1)B(O)O)C